CC12CCC(CC1)C2(C)C (1R,2R,4R)-1,7,7-trimethylbicyclo[2.2.1]heptan